CC1=C(N=C2N(C1=O)C=C(C=C2[C@@H](C)NC2=C(C(=O)O)C=CC=C2)C)C2CCN(CC2)C (R)-2-((1-(3,7-dimethyl-2-(1-methylpiperidin-4-yl)-4-oxo-4H-pyrido[1,2-a]pyrimidin-9-yl)ethyl)amino)benzoic acid